C1(=CC=CC=C1)N1N=C2N=C(C=CC2=C1)N1CC(C1)S(=O)(=O)N 1-(2-Phenyl-2H-pyrazolo[3,4-b]pyridin-6-yl)azetidine-3-sulfonamide